3-methyl-5-(3-((4-(4,4,5,5-tetramethyl-1,3,2-dioxaborolan-2-yl)-1H-pyrazol-1-yl)methyl)phenyl)-1,2,4-oxadiazole CC1=NOC(=N1)C1=CC(=CC=C1)CN1N=CC(=C1)B1OC(C(O1)(C)C)(C)C